epsilon-(1-o-nitrophenyl)ethoxycarbonyl-L-lysine Benzyl-2-(3-(cyanomethyl)phenyl)-3-(3-((2-ethoxy-2-oxoethyl)sulfonyl)-2,2-dimethylpropoxy)-2-methylpropanoate C(C1=CC=CC=C1)C(C(C(=O)O)(C)C1=CC(=CC=C1)CC#N)OCC(CS(=O)(=O)CC(=O)OCC)(C)C.[N+](=O)([O-])C1=C(C=CC=C1)C(C)OC(=O)C(CCC[C@H](N)C(=O)O)N